2-(2,3,4,9-tetrahydro-1H-carbazole-6-carbonyl)cyclohexane C1CCCC=2C3=CC(=CC=C3NC12)C(=O)C1CCCCC1